N-methyl-N-(pent-4-enoyl)-O-(2-((tetrahydro-2H-pyran-2-yl)oxy)ethyl)-L-serinic acid CN([C@@H](COCCOC1OCCCC1)C(=O)O)C(CCC=C)=O